CC(C)(C)OC=O formic acid 2-methylpropane-2-yl ester